2-(2-chloro-4-(3-(4-methyl-2-(4-(trifluoromethyl)phenyl)-thiazol-5-yl)-3-oxopropyl)phenoxy)-2-methylpropanoic acid ClC1=C(OC(C(=O)O)(C)C)C=CC(=C1)CCC(=O)C1=C(N=C(S1)C1=CC=C(C=C1)C(F)(F)F)C